C(C)(C)(C)C=1C=CC(=C(C1)N1C=CC2=CC=CC=C12)I.C(C)(C)(C)C1=CC(=C(C=C1)N1C=CC2=CC=CC=C12)I 1-(4-(tert-butyl)-2-iodophenyl)-1H-indole compound with 1-(5-(tert-butyl)-2-iodophenyl)-1H-indole